N1(CCCC1)C1=CC=C(C=N1)C(=O)O 6-Pyrrolidin-1-yl-pyridine-3-carboxylic acid